3-(aminomethyl)-3-(pyridin-4-yl)cyclopentan-1-ol NCC1(CC(CC1)O)C1=CC=NC=C1